4-((2-(azetidin-1-ylmethyl)benzyl)amino)-2,6-difluoro-3-methyl-N-(1,2,4-thiadiazol-5-yl)benzenesulfonamide N1(CCC1)CC1=C(CNC2=C(C(=C(C(=C2)F)S(=O)(=O)NC2=NC=NS2)F)C)C=CC=C1